C(C)(C)(C)OC(=O)N1CC2(C1)CC(C2)N2N=CC(=C2C2=C(C=CC=C2)F)C(F)(F)F 6-(5-(2-fluoro-phenyl)-4-(trifluoromethyl)-1H-pyrazol-1-yl)-2-azaspiro[3.3]heptane-2-carboxylic acid tert-butyl ester